C(C=C)(=O)OC12CC3(CC(CC(C1)C3)C2)O 1-acryloyloxy-3-hydroxyadamantane